methyl 3-acetyl-1-(2-((2-((3-chloro-2-fluorobenzyl) amino)-2-oxoethyl) (isopropyl) amino)-2-oxoethyl)-1H-indole-5-carboxylate C(C)(=O)C1=CN(C2=CC=C(C=C12)C(=O)OC)CC(=O)N(C(C)C)CC(=O)NCC1=C(C(=CC=C1)Cl)F